tert-Butyl 4-(1-(5-methoxy-4-nitro-2-vinylphenyl)piperidin-4-yl)piperazine-1-carboxylate COC=1C(=CC(=C(C1)N1CCC(CC1)N1CCN(CC1)C(=O)OC(C)(C)C)C=C)[N+](=O)[O-]